5-(4-((4-(1H-pyrazol-4-yl)phenyl)amino)pyrimidin-2-yl)-2-prolylisoindoline N1N=CC(=C1)C1=CC=C(C=C1)NC1=NC(=NC=C1)C=1C=C2CN(CC2=CC1)C([C@H]1NCCC1)=O